N-cyclopropyl-2-[(2-fluoro-4-iodophenyl)amino]-4-(3-methanesulfonoimidamidophenoxy)-1,5-dimethyl-6-oxopyridine-3-carboxamide C1(CC1)NC(=O)C1=C(N(C(C(=C1OC1=CC(=CC=C1)NS(=O)(=N)C)C)=O)C)NC1=C(C=C(C=C1)I)F